N1CCC(CC1)OC1=CC=C(N=N1)C1=C(C=C(C=C1)N1N=CC=C1)O 2-(6-(piperidin-4-yloxy)pyridazin-3-yl)-5-(1H-pyrazol-1-yl)phenol